2,7-dibromocarbazol BrC1=CC=2NC3=CC(=CC=C3C2C=C1)Br